thiobenzoyl-thioglycolic acid C(C1=CC=CC=C1)(=S)C(C(=O)O)S